NOC=1C=C(C(=O)O)C=CC1 3-(aminooxy)benzoic acid